(S)-2-(1-(3-ethoxy-4-methoxyphenyl)-2-(methylsulfonyl)ethyl)-4-fluoroisoindoline-1,3-dione C(C)OC=1C=C(C=CC1OC)[C@@H](CS(=O)(=O)C)N1C(C2=CC=CC(=C2C1=O)F)=O